Tert-Butyl(3-(4-((2-(2,6-Dioxopiperidin-3-Yl)-1,3-Dioxoisoindolin-5-Yl)Oxy) Piperidin-1-Yl) Propyl)(Methyl) Carbamate C(N)(OC(CCCN1CCC(CC1)OC=1C=C2C(N(C(C2=CC1)=O)C1C(NC(CC1)=O)=O)=O)C(C)(C)C)=O